rac-methyl (3R,3aR,8bS)-6-(benzyloxy)-1,8b-dihydroxy-8-methoxy-3a-(4-methoxyphenyl)-3-phenyl-3a,8b-dihydro-3H-cyclopenta[b]benzofuran-2-carboxylate C(C1=CC=CC=C1)OC1=CC2=C([C@]3([C@@](O2)([C@@H](C(=C3O)C(=O)OC)C3=CC=CC=C3)C3=CC=C(C=C3)OC)O)C(=C1)OC |r|